methyl 4-(4-iodophenyl)butanoate IC1=CC=C(C=C1)CCCC(=O)OC